8-(2-naphthyl)tetracyclo[4.4.0.12,5.17,10]-3-dodecene C1=C(C=CC2=CC=CC=C12)C1C2C3C4C=CC(C3C(C1)C2)C4